(3-ethyloxetane-3-yl)methyl acrylate C(C=C)(=O)OCC1(COC1)CC